The molecule is a phosphatidylcholine O-32:2 in which the alkyl and acyl groups specified at positions 1 and 2 are (9Z)-hexadecenyl and (9Z)-hexadecenoyl respectively. It is a phosphatidylcholine O-32:2 and a 2-acyl-1-alkyl-sn-glycero-3-phosphocholine. It derives from a palmitoleic acid. CCCCCC/C=C\\CCCCCCCCOC[C@H](COP(=O)([O-])OCC[N+](C)(C)C)OC(=O)CCCCCCC/C=C\\CCCCCC